ethylmethyl-glycine phenyl ester C1(=CC=CC=C1)OC(CN(C)CC)=O